ClC=1C(N(N=CC1NC[C@@]1(COCCC1)F)C1=CC=C(C=C1)[C@@H]1O[C@@H](CC1)C(C)C)=O 4-chloro-5-((((S)-3-fluorotetrahydro-2H-pyran-3-yl)methyl)amino)-2-(4-((2R,5S)-5-isopropyltetrahydrofuran-2-yl)phenyl)pyridazin-3(2H)-one